N[C@H](C(=O)NC1=CC=C(C=N1)C1=CC=C(OCCC(=O)O)C=C1)CCCCN 3-(4-(6-((S)-2,6-diaminohexanamido)pyridin-3-yl)phenoxy)propanoic acid